thiazole pyridinedicarboxylate N1=C(C(=CC=C1)C(=O)O)C(=O)O.S1C=NC=C1